O=C1SCC(N1)C(=O)O L-2-OXO-thiazolidine-4-carboxylic acid